C1(=CC=CC=2C=CCC(C12)(C(=O)O)C(=O)O)C1=CC=CC2=CC=CC=C12 1,1-binaphthyl-8,8-dicarboxylic acid